6-methyl-2,4-pyrimidinediamine CC1=CC(=NC(=N1)N)N